BrC=1C(=CC(=C(CN(CC(=O)O)C)C1)OCC=1C=NC=C(C1)C#N)OCC=1C(=C(C=CC1)C1=C(C(=CC=C1)OCC#C)C)C N-(5-bromo-2-((5-cyanopyridin-3-yl)methoxy)-4-((2,2'-dimethyl-3'-(prop-2-yn-1-yloxy)-[1,1'-biphenyl]-3-yl)methoxy)benzyl)-N-methylglycine